6-(1-(1-(1-acryloylazetidine-3-carbonyl)piperidin-4-yl)-3-ethyl-1H-pyrazol-4-yl)-4-methoxypyrazolo[1,5-a]pyridine-3-carbonitrile C(C=C)(=O)N1CC(C1)C(=O)N1CCC(CC1)N1N=C(C(=C1)C=1C=C(C=2N(C1)N=CC2C#N)OC)CC